NC1=NN2C(C=C(C=C2)C=2C(=C(OCCC(C(C)(O)C3=CC=C(C=C3)F)(F)F)C(=CC2)Cl)F)=N1 5-(3-(2-amino-[1,2,4]triazolo[1,5-a]pyridin-7-yl)-6-chloro-2-fluorophenoxy)-3,3-difluoro-2-(4-fluorophenyl)pentan-2-ol